NCCOCCOCCOCCOCCOCCOCCOCCOCCC=1C=C(C=C(C1)Cl)NC(=O)NCC=1C=C2CN(C(C2=CC1)=O)C1C(NC(CC1)=O)=O 1-[3-[2-[2-[2-[2-[2-[2-[2-[2-(2-aminoethoxy)ethoxy]ethoxy]ethoxy]ethoxy]ethoxy]ethoxy]ethoxy]ethyl]-5-chloro-phenyl]-3-[[2-(2,6-dioxo-3-piperidyl)-1-oxo-isoindolin-5-yl]methyl]urea